PC1=C(C=CC=C1)P 1,2-diphosphinobenzene